ethyl 4-(5-(3-((4-chloro-2-(4-ethoxy-4-oxobutanoyl)-6-methoxyisoindolin-5-yl) oxy) propoxy)-6-methoxyisoindolin-2-yl)-4-oxobutanoate ClC1=C2CN(CC2=CC(=C1OCCCOC=1C=C2CN(CC2=CC1OC)C(CCC(=O)OCC)=O)OC)C(CCC(=O)OCC)=O